N1=CC=CC2=CC(=CC=C12)C(=O)N quinoline-6-carboxylic acid amide